(Z)-3-(5-chloro-6-fluoro-2,3-dihydrobenzofuran-2-yl)-5-cyano-N'-hydroxybenzimidamide ClC=1C(=CC2=C(CC(O2)C=2C=C(/C(/N)=N/O)C=C(C2)C#N)C1)F